propane-1,3-diol 1,3-bis[3-(3,5-di-tert-butyl-4-hydroxyphenyl) propionate] C(C)(C)(C)C=1C=C(C=C(C1O)C(C)(C)C)CCC(=O)OCCCOC(CCC1=CC(=C(C(=C1)C(C)(C)C)O)C(C)(C)C)=O